2-(2-(prop-2-yn-1-yloxy)ethoxy)propionic acid 2,5-dioxopyrrolidin-1-yl ester O=C1N(C(CC1)=O)OC(C(C)OCCOCC#C)=O